7-(3-chlorophenyl)-4-methoxy-5-(pyrrolidin-1-yl)-7H-pyrrolo[2,3-d]pyrimidine ClC=1C=C(C=CC1)N1C=C(C2=C1N=CN=C2OC)N2CCCC2